N-(2-aminophenyl)-4-((E)-(3-((E)-4-methylbenzylidene)-2-oxocyclopentyl)methyl)benzamide NC1=C(C=CC=C1)NC(C1=CC=C(C=C1)CC1C(/C(/CC1)=C/C1=CC=C(C=C1)C)=O)=O